P(O)(O)O.C1(=CC=CC=C1)C=1C(=C(C(=O)[Li])C(=CC1C)C)C phenyl-2,4,6-trimethylbenzoyllithium phosphite